NC1(CC1)[C@H](C[C@@H](CCCCCCCCCCCCC)O)O (1s,3r)-1-(1-aminocyclopropyl)hexadecane-1,3-diol